1-ethyl-methyl-4-(4,4,5,5-tetramethyl-1,3,2-dioxaborolan-2-yl)aniline C(C)C1(NC)CC=C(C=C1)B1OC(C(O1)(C)C)(C)C